[C@H]12CC(C[C@@H]2C1)N1C(C=CC2=C1N=C(N=C2)NC2CCN(CC2)S(=O)(=O)C2=NN(C=C2)C)=O 8-((1R,3R,5S)-bicyclo[3.1.0]hexan-3-yl)-2-((1-((1-methyl-1H-pyrazol-3-yl)sulfonyl)piperidin-4-yl)amino)pyrido[2,3-d]pyrimidin-7(8H)-one